(S,E)-tert-butyl(1-((2-oxo-2-(4-(5-(trifluoromethyl)pyrimidin-2-yl)piperazin-1-yl)ethoxy)imino)butan-2-yl)carbamate C(C)(C)(C)OC(N[C@H](/C=N/OCC(N1CCN(CC1)C1=NC=C(C=N1)C(F)(F)F)=O)CC)=O